tert-butyl (3-(3-bromo-4-fluorophenylsulfonimidoyl)cyclobutyl)carbamate BrC=1C=C(C=CC1F)S(=O)(=N)C1CC(C1)NC(OC(C)(C)C)=O